C1(=CC=CC2=CC=CC=C12)C1=C2C=CC=CC2=C(C2=CC=CC=C12)C1=CC=2C(=NN(N2)C2=CC(=CC=C2)C=2C=NC=CC2)C=C1 5-{10-(naphthalen-1-yl)anthracen-9-yl}-2-{3-(pyridin-3-yl)phenyl}-2H-benzotriazole